(E)-N'-{[2-chloro-1-(2-ethoxyethyl)-5-fluoro-1H-indol-3-yl]methylene}-5-methylbenzofuran-2-carbohydrazide ClC=1N(C2=CC=C(C=C2C1\C=N\NC(=O)C=1OC2=C(C1)C=C(C=C2)C)F)CCOCC